3-amino-5-isopropyl-2-methylcyclohexane-2,5-diene-1,4-dione NC1=C(C(C=C(C1=O)C(C)C)=O)C